C(CCC)C1(CSC2=C(N(C1)C1=CC=CC=C1)C=C(C(=C2)OC)F)CC 3-Butyl-3-ethyl-7-fluoro-8-methoxy-5-phenyl-2,3,4,5-tetrahydro-1,5-benzothiazepine